2-amino-3-(5-chloro-7-{[(furan-2-yl)methyl]amino}-3-methylthieno[3,2-b]pyridin-2-yl)propan-1-ol NC(CO)CC1=C(C2=NC(=CC(=C2S1)NCC=1OC=CC1)Cl)C